1-(4-(3-(6-methoxypyridin-3-yl)-1H-pyrrolo[2,3-b]pyridin-5-yl)benzyl)pyrrolidin-3-ol COC1=CC=C(C=N1)C1=CNC2=NC=C(C=C21)C2=CC=C(CN1CC(CC1)O)C=C2